ClC1=C(C=C(C(=O)N[C@H]2CC[C@@H](N(C2)C(=O)OC(C)(C)C)C=2OC(=NN2)OCCOC(F)(F)F)C=C1)C tert-butyl (2R,5S)-5-(4-chloro-3-methylbenzamido)-2-{5-[2-(trifluoromethoxy)ethoxy]-1,3,4-oxadiazol-2-yl}piperidine-1-carboxylate